ClC1=NC=CC(=N1)OCC1=C(C=C(C#N)C=C1)CCO 4-[(2-Chloropyrimidin-4-yl)oxymethyl]-3-(2-hydroxyethyl)benzonitrile